3-(tert-butyl)-5-chlorophenol C(C)(C)(C)C=1C=C(C=C(C1)Cl)O